ClC1=C(C(=C(C(=C1)C)O)C)C 4-chloro-2,3,6-trimethylphenol